ClC=1C=C(C=C(C1)OC)NC(NC1=C(C(=O)N)C=CC(=C1)Cl)=O 2-[3-(3-chloro-5-methoxyphenyl)ureido]-4-chlorobenzamide